tert-Butyl 5-(2-{[2-(benzyloxy)ethyl](methyl)amino}ethoxy)-3,4-dihydro-isoquinoline-2(1H)-carboxylate C(C1=CC=CC=C1)OCCN(CCOC1=C2CCN(CC2=CC=C1)C(=O)OC(C)(C)C)C